FC(C(C)(O)C=1C=CC=2N(C1)C(=CN2)C2=NC(=NC=C2F)N[C@H]2CNCC[C@@H]2F)(F)F 1,1,1-trifluoro-2-(3-(5-fluoro-2-(((3S,4S)-4-fluoropiperidin-3-yl)amino)pyrimidin-4-yl)imidazo[1,2-a]pyridin-6-yl)propan-2-ol